L-Threonyl-amide N[C@@H]([C@H](O)C)C(=O)[NH-]